3-(4-(Cyclopentylcarbonyl)piperazine-1-carbonyl)-6-methylquinazoline-2,4(1H,3H)-dione C1(CCCC1)C(=O)N1CCN(CC1)C(=O)N1C(NC2=CC=C(C=C2C1=O)C)=O